C(#N)N1[C@H]2[C@@H](C[C@@H]1CC2)NC(=O)C2CN(CC2)C2=CC=CC=C2 N-((1R,2R,4S)-7-cyano-7-azabicyclo[2.2.1]heptan-2-yl)-1-phenyl-3-pyrrolidinecarboxamide